C12(C(CCC(C1(C)C)C2)C)CC(=O)N[C@@H](CS)C(=O)O piNacetyl-L-cysteine